3,5-bis(butoxymethyl)-2,2,6,6-tetramethylheptane C(CCC)OCC(C(C)(C)C)CC(C(C)(C)C)COCCCC